ethyl 1-[(4-{3-azabicyclo[3.1.0]hex-3-yl}-3-cyanophenyl) methyl]-1H-pyrazole-4-carboxylate C12CN(CC2C1)C1=C(C=C(C=C1)CN1N=CC(=C1)C(=O)OCC)C#N